methyl (e)-4-[4-[2-[2-[2-[[4-[[5-bromo-4-(2-carbamoyl-3-fluoro-anilino)pyrimidin-2-yl]amino]phenyl]sulfonylamino]ethoxy] ethoxy]ethoxy]-1-piperidyl]but-2-enoate BrC=1C(=NC(=NC1)NC1=CC=C(C=C1)S(=O)(=O)NCCOCCOCCOC1CCN(CC1)C/C=C/C(=O)OC)NC1=C(C(=CC=C1)F)C(N)=O